CC1=NOC(=C1C1=CC=C2C=3N([C@H](COC31)C3=NC=CC=C3)C(=N2)N2C[C@H](CC2)NC)C (3S)-1-[(4S)-7-(3,5-dimethylisoxazol-4-yl)-4-pyridin-2-yl-4,5-dihydroimidazo[1,5,4-de][1,4]benzoxazin-2-yl]-N-methylpyrrolidin-3-amine